[N+](=O)([O-])C=1C=C2C(=NN(C2=CC1)C1OCCCC1)C1=NC2=C(N1COCC[Si](C)(C)C)CNC2 5-Nitro-1-(tetrahydro-2H-pyran-2-yl)-3-(1-((2-(trimethylsilyl)ethoxy)methyl)-1,4,5,6-tetrahydropyrrolo[3,4-d]imidazol-2-yl)-1H-indazole